NCC1(CC(CC(C1)(C)C)NC(O)=O)C (3-aminomethyl-3,5,5-trimethylcyclohexyl)carbamic acid